ClC1=CC=C(C(=N1)C(=O)O)N[C@H](C)C1=C2N=C(C(=NC2=CC(=C1)C)C#N)N1CCC(CC1)OC (R)-6-chloro-3-((1-(2-cyano-3-(4-methoxypiperidin-1-yl)-7-methylquinoxalin-5-yl)ethyl)amino)picolinic acid